BrC=1C=CC(=C(C(=O)N[C@H]2C[C@H](CCC2)NC2=CC(=NC3=CC=C(C=C23)Cl)C(F)(F)F)C1)C#N 5-bromo-N-[(1r,3s)-3-{[6-chloro-2-(trifluoromethyl)quinolin-4-yl]amino}cyclohexyl]-2-cyanobenzamide